BrC=1C=C2C(=NNC2=CC1)C=1C=NN(C1)C 5-bromo-3-(1-methylpyrazol-4-yl)-1H-indazole